C(C)OC(=O)C=1C=C(C2=C(N=C(O2)N2CC3COCC(C2)N3C(=O)OC(C)(C)C)C1)N1N=CC=C1 tert-Butyl 7-(5-(ethoxycarbonyl)-7-(1H-pyrazol-1-yl)benzo[d]oxazol-2-yl)-3-oxa-7,9-diazabicyclo[3.3.1]nonane-9-carboxylate